ClC=1C(=NC=2CN(CCC2C1)CC1=NC2=C(N1C[C@H]1OCC1)C(=C(C=C2)C(=O)O)F)OCC2=C(C=C(C=C2)Cl)F 2-({3-Chloro-2-[(4-chloro-2-fluorophenyl)methoxy]-5,6,7,8-tetrahydro-1,7-naphthyridin-7-yl}methyl)-7-fluoro-1-{[(2S)-oxetan-2-yl]methyl}-1H-1,3-benzodiazole-6-carboxylic acid